ClC1=C(C#N)C(=CC=C1C=1C=C(C=C2C3=C(NC12)C(=NC=C3)C)Cl)Cl 2,6-Dichloro-3-(6-chloro-1-methyl-9H-pyrido[3,4-b]indol-8-yl)-benzonitrile